COC1=CC=C(C=C1)N1C(NC=C(C1=O)C(=O)OCC)=O ethyl 3-(4-methoxyphenyl)-2,4-dioxo-1,2,3,4-tetrahydropyrimidine-5-carboxylate